(E)-3-(3,4-dimethoxy-phenyl)-N-(2-pyridyl)-N-thiazol-2-yl-prop-2-enamide COC=1C=C(C=CC1OC)/C=C/C(=O)N(C=1SC=CN1)C1=NC=CC=C1